N-(2-(cyclohexylthio)phenyl)but-3-enamide C1(CCCCC1)SC1=C(C=CC=C1)NC(CC=C)=O